ethyl (3R)-3-(2-(4-ethyl-2,3-dioxopiperazine-1-carboxamido)-2-(3-fluoro-5-hydroxypyridin-2-yl)acetamido)-2-hydroxy-3,4-dihydro-2H-benzo[e][1,2]oxaborinine-8-carboxylate C(C)N1C(C(N(CC1)C(=O)NC(C(=O)N[C@@H]1B(OC2=C(C1)C=CC=C2C(=O)OCC)O)C2=NC=C(C=C2F)O)=O)=O